Fmoc-N'-methyltrityl-L-lysine C(=O)(OCC1C2=CC=CC=C2C2=CC=CC=C12)N([C@@H](CCCCNC)C(=O)O)C(C1=CC=CC=C1)(C1=CC=CC=C1)C1=CC=CC=C1